NC1=C(C=C(C=N1)C1=CC=C(C=C1)C(=O)N1[C@@H](CCC1)CN1CCCC1)OCC1=C(C=CC=C1)Cl {4-[6-amino-5-(2-chloro-benzyloxy)-pyridin-3-yl]-phenyl}-[(2S)-2-pyrrolidin-1-ylmethyl-pyrrolidin-1-yl]-methanone